(R)-2-amino-N-(4-(4-amino-(4-phenoxyphenyl)-1H-pyrazolo[3,4-d]pyrimidin-1-yl)cyclohexyl)-pentanamide hydrochloride Cl.N[C@@H](C(=O)NC1CCC(CC1)N1N=C(C=2C1=NC=NC2N)C2=CC=C(C=C2)OC2=CC=CC=C2)CCC